N-((5-(2-aminophenyl)-1H-1,2,4-triazol-3-yl)methyl)-2-(difluoromethoxy)benzamide methyl-4-cyclobutyl-5-(5-ethyl-1H-imidazol-2-yl)-2-methylbenzoate COC(C1=C(C=C(C(=C1)C=1NC(=CN1)CC)C1CCC1)C)=O.NC1=C(C=CC=C1)C1=NC(=NN1)CNC(C1=C(C=CC=C1)OC(F)F)=O